ClC1=C(C=C(C=C1Cl)NC(C1=C(C=C(C=C1C)OCCC1=CC=CC=C1)C)=O)[C@H]1[C@@H](C1)C(=O)O |o1:28,29| rel-(1R,2R)-2-(2,3-dichloro-5-{[2,6-dimethyl-4-(2-phenylethoxy)benzoyl]amino}phenyl)cyclopropanecarboxylic acid